C1COCCN1SSC2=NC3=CC=CC=C3S2 4-(2-benzothiazolyldithio)Morpholine